N1(CCN(CCN(CCN1OP(O)(O)=O)OP(O)(O)=O)OP(O)(O)=O)OP(O)(O)=O (1,4,7,10-tetraazacyclodecane-1,4,7,10-tetrayl)tetraphosphoric acid